Cis-5-tert-butoxy-3-(4-fluorophenyl)piperidin-2-one ureidoethyl-thiocarbamate N(C(=O)N)CCNC(O)=S.C(C)(C)(C)O[C@@H]1C[C@@H](C(NC1)=O)C1=CC=C(C=C1)F